C(C1CO1)N(C1=CC=C(C=C1)OC1=CC=C(C=C1)C(C)(C)C)CC1CO1 diglycidyl-4-(4-tert-butylphenoxy)aniline